(S)-N-(5-(2-(2-aminopyridin-3-yl)-5-bromo-3H-imidazo[4,5-b]pyridin-3-yl)-2,3-dihydro-1H-inden-1-yl)-3-(1,3-dioxolan-2-yl)-4-((4-methoxybenzyl)oxy)benzamide NC1=NC=CC=C1C1=NC=2C(=NC(=CC2)Br)N1C=1C=C2CC[C@@H](C2=CC1)NC(C1=CC(=C(C=C1)OCC1=CC=C(C=C1)OC)C1OCCO1)=O